NC1=CC(=NC=C1)[C@@H](C)NC(=O)C1=CC2=CC=CC(=C2C=C1)C1=CC=C(C=C1)C(F)(F)F (R)-N-(1-(4-aminopyridin-2-yl)ethyl)-5-(4-(trifluoromethyl)phenyl)-2-naphthamide